Hexyl ((3R)-1-amino-4-hydroxy-1-oxo-7-phenylheptan-3-yl)carbamate NC(C[C@H](C(CCCC1=CC=CC=C1)O)NC(OCCCCCC)=O)=O